C(C)(C)(C)N(C(O)=O)CCNCC(F)(F)F.FC(C)(F)C1=CC=CC(=N1)C(=O)NC1=CC2=CN(N=C2C=C1OCC(C)(C)O)C1CCC(CC1)CO 6-(1,1-Difluoroethyl)-N-[2-[4-(hydroxymethyl)cyclohexyl]-6-(2-hydroxy-2-methyl-propoxy)indazol-5-yl]pyridine-2-carboxamide tert-butyl-(2-((2,2,2-trifluoroethyl)amino)ethyl)carbamate